6-bromo-3,3-dimethylindolin-2-one BrC1=CC=C2C(C(NC2=C1)=O)(C)C